FC=1C=C(CNC(OC(C)(C)C)=O)C=C(C1)C=1C=NN(C1)C=1C=NC(=CC1)C(F)(F)F tert-Butyl (3-fluoro-5-(1-(6-(trifluoromethyl)pyridin-3-yl)-1H-pyrazol-4-yl)benzyl)carbamate